C1(CC1)[C@]1(C(N(C[C@H]1C)C=1C=2N(C=C(N1)C=1C=NN(C1)C1CC3(COC3)C1)N=CC2F)=O)C#N (3R,4S)-3-cyclopropyl-1-[3-fluoro-6-[1-(2-oxaspiro[3.3]heptan-6-yl)pyrazol-4-yl]pyrazolo[1,5-a]pyrazin-4-yl]-4-methyl-2-oxopyrrolidine-3-carbonitrile